CC1=CC=CC=2N(C3=CC=CC(=C3C12)C)C=1C(=C(C(=NC1N1C2=CC=CC=C2C=2C=CC=CC12)N1C2=CC=CC=C2C=2C=CC=CC12)N1C2=CC=CC=C2C=2C=CC=CC12)C1=CC=CC=C1 9,9',9''-(5-(4,5-dimethyl-9H-carbazol-9-yl)-4-phenylpyridine-2,3,6-triyl)tris(9H-carbazole)